N1=C(NC=2C=NC=CC21)C2=CC=CC=1C(C3=CC=CC=C3C21)NC(CCC(=O)N)=O N-[4-(3H-Imidazo[4,5-C]pyridin-2-yl)-9H-fluoren-9-yl]-succinamide